CN1C(CNCC=C1C=1C(=NNC1)C(F)(F)F)=O 1-methyl-2-oxo-7-(3-(trifluoromethyl)-1H-pyrazol-4-yl)-1,2,3,4-tetrahydro-[1,4]diazepine